CC(C)C1=CC=C(C=C1)NC(=O)N1[C@@H](CCC1)C(=O)NC=1C=CC(=NC1)C1=CC=C(C(=O)O)C=C1 |r| 4-{5-[(1-{[4-(propan-2-yl)phenyl]carbamoyl}-DL-prolyl)amino]pyridin-2-yl}benzoic acid